2-(3,4-Dimethoxyphenyl)-9-ethyl-7-[(8aR)-hexahydropyrrolo[1,2-a]pyrazin-2(1H)-yl]-4H-pyrido[1,2-a]pyrimidin-4-one COC=1C=C(C=CC1OC)C=1N=C2N(C(C1)=O)C=C(C=C2CC)N2C[C@@H]1N(CC2)CCC1